(S)-dispiro[indene-1,1'-cyclohexane-3',2''-[1,3]dioxolane]-3(2H)-one O1C2(OCC1)C[C@]1(CCC2)CC(C2=CC=CC=C21)=O